C(C)(=O)C1=CC=2C=C3N(CCN(C3)C(CCOCCC)=O)C2N=C1 1-(3-(3-acetyl-8,9-dihydropyrido[3',2':4,5]pyrrolo[1,2-a]pyrazin-7(6H)-yl)-3-oxopropoxy)propan